4-chloro-N-(4-((4-chloro-6-phenyl-1,3,5-triazin-2-yl)oxy)butyl)-6-phenyl-1,3,4-triazin-2-amine ClN1NC(=NC(=C1)C1=CC=CC=C1)NCCCCOC1=NC(=NC(=N1)Cl)C1=CC=CC=C1